N1N=CC(=C1)C1=CC=C(C=C1)NC1=NN=C(O1)C=1C=C(C=CC1)NC(=O)C=1C=NN(C1)C N-(3-(5-((4-(1H-pyrazol-4-yl)phenyl)amino)-1,3,4-oxadiazol-2-yl)phenyl)-1-methyl-1H-pyrazole-4-carboxamide